ClC=1C(=NC=CC1)N1N=C(C=C1C(=O)OCC)CN1N=C(N=N1)C1=CC=C(C=C1)C(F)(F)F ethyl 2-(3-chloro-2-pyridyl)-5-[[5-[4-(trifluoromethyl) phenyl]tetrazol-2-yl]methyl]pyrazole-3-carboxylate